1-(((1r,4r)-4-Aminocyclohexyl)methyl)-5-(3,5-dimethylisoxazol-4-yl)pyridin-2(1H)-one hydrochloride Cl.NC1CCC(CC1)CN1C(C=CC(=C1)C=1C(=NOC1C)C)=O